5-chloro-2,4-difluoropyrimidine ClC=1C(=NC(=NC1)F)F